tert-butyl (S)-3-((1-(7,8-dichloro-4-ethynylquinolin-2-yl)pyrrolidin-2-yl)methoxy)propanoate ClC1=CC=C2C(=CC(=NC2=C1Cl)N1[C@@H](CCC1)COCCC(=O)OC(C)(C)C)C#C